tert-butyl 4-bromothiazol-2-ylcarbamate BrC=1N=C(SC1)NC(OC(C)(C)C)=O